ClC1=C(C)C=CC=C1[N+](=O)[O-] 2-chloro-3-nitrotoluene